3-(7-bromo-1H-benzo[d][1,2,3]triazol-1-yl)-N-methylpropan-1-amine BrC1=CC=CC2=C1N(N=N2)CCCNC